O=C(CCC(=O)O)NC1C(SCC1)=O 4-oxo-4-[(tetrahydro-2-oxo-3-thienyl)amino]-butyric acid